ClC=1C=CC(=NC1)NC([C@H](C)N1C[C@@H](C(CC1)(F)F)C(F)(F)F)=O (S)-N-(5-chloropyridin-2-yl)-2-((S)-4,4-difluoro-3-(trifluoromethyl)piperidin-1-yl)propanamide